CN1C(C2=C(C(=C1)B1OC(C(O1)(C)C)(C)C)C=C(N2)C(=O)OC(C)(C)C)=O tert-butyl 6-methyl-7-oxo-4-(4,4,5,5-tetramethyl-1,3,2-dioxaborolan-2-yl)-6,7-dihydro-1H-pyrrolo[2,3-c]pyridine-2-carboxylate